(4-(5-(trifluoromethyl)pyrimidin-2-yl)phenyl)carbazone FC(C=1C=NC(=NC1)C1=CC=C(C=C1)NNC(=O)N=N)(F)F